(S)-tert-butyl 2-((6-bromopyridin-2-yl)carbamoyl)-4,4-dimethylpyrrolidine-1-carboxylate BrC1=CC=CC(=N1)NC(=O)[C@H]1N(CC(C1)(C)C)C(=O)OC(C)(C)C